6-tert-butoxycarbonyl-2,2-difluoro-6-azaspiro[3.4]octane-7-carboxylic acid C(C)(C)(C)OC(=O)N1CC2(CC(C2)(F)F)CC1C(=O)O